C(C)(C)(C)OC(=O)N1CC2=C(CC1)N=C(S2)C2=C(C1=C(C(=N2)OS(=O)(=O)C(F)(F)F)C=CS1)C1=C(C=C(C=C1)F)OCCOC 2-[7-[4-fluoro-2-(2-methoxyethoxy)phenyl]-4-(trifluoromethylsulfonyloxy)thieno[3,2-c]pyridin-6-yl]-6,7-dihydro-4H-thiazolo[5,4-c]pyridine-5-carboxylic acid tert-butyl ester